3-bromo-5-(difluoromethyl)-2-methylbenzonitrile BrC=1C(=C(C#N)C=C(C1)C(F)F)C